COC1=CC=C(CN(S(=O)(=O)C2=CC(=C(C=C2)NC2=NC=C(C=C2)C(F)(F)F)C=2N=C3OC(CN3C2)C)C)C=C1 N-(4-methoxybenzyl)-N-methyl-3-(2-methyl-2,3-dihydroimidazo[2,1-b]oxazol-6-yl)-4-((5-(trifluoromethyl)pyridine-2-yl)amino)benzenesulfonamide